2-bromo-1-(3-fluoro-1H-pyrazol-4-yl)ethanone tert-butyl-(4-acetylpyridin-2-yl)carbamate C(C)(C)(C)N(C(O)=O)C1=NC=CC(=C1)C(C)=O.BrCC(=O)C=1C(=NNC1)F